BrC1=NC=CC2=C1C=CN2C 4-bromo-1-methyl-1H-pyrrolo[3,2-c]pyridine